C1=CC(=C(C=C1O)CO)O The molecule is an aromatic primary alcohol that is benzyl alcohol substituted by hydroxy groups at positions 2 and 5. It has a role as an antioxidant, an antineoplastic agent, an apoptosis inhibitor and a fungal metabolite. It is an aromatic primary alcohol and a member of phenols. It derives from a benzyl alcohol and a hydroquinone.